7-(4-Aminocyclohexyl)-4-chloro-1H-indole-3-carbonitrile NC1CCC(CC1)C=1C=CC(=C2C(=CNC12)C#N)Cl